2-oxo-cyclohexane-1-carboxylate O=C1C(CCCC1)C(=O)[O-]